BrC=1C=CC2=C(N=C(S2)C2CC(C2)NC(OC(C)(C)C)=O)C1 tert-butyl (3-(5-bromobenzo[d]thiazol-2-yl)cyclobutyl)carbamate